ClC=1C=C(C=CC1)C1=C(C(=CC=C1)C[C@@H]1N(CC2(CC2)[C@@H]1NS(=O)(=O)C)C(=O)[C@@H]1OCC1)F N-((6S,7S)-6-((3'-chloro-2-fluoro-[1,1'-biphenyl]-3-yl)methyl)-5-((R)-oxetane-2-carbonyl)-5-azaspiro[2.4]heptan-7-yl)methanesulfonamide